C(#N)C1(CC1)NS(=O)(=O)C1=CC=C2C3=C(N(C2=C1)C=1SC(=NN1)C(F)F)N=CN=C3N3C[C@@H](N(CC3)C(C(C)C)=O)C (S)-N-(1-cyanocyclopropyl)-9-(5-(difluoromethyl)-1,3,4-thiadiazol-2-yl)-4-(4-isobutyryl-3-methylpiperazin-1-yl)-9H-pyrimido[4,5-b]indole-7-sulfonamide